FC([C@](C)(O)C1=NOC=2C=3N(C[C@@H](C21)C)N=C(C3)OC3CCOCC3)(F)F (R)-1,1,1-trifluoro-2-((R)-4-methyl-8-((tetrahydro-2H-pyran-4-yl)oxy)-4,5-dihydroisoxazolo[5,4-c]pyrazolo[1,5-a]pyridin-3-yl)propan-2-ol